C12CCCC(CCC1)CC2 bicyclo[3.3.2]decane